ClC=1C=NC(=C(C(=O)N)C1)OCC1CCN(CC1)C(=O)N1CC2(C1)CC(C2)C2=NC(=NN2)C2CC2 5-chloro-2-[[1-[6-(3-cyclopropyl-1H-1,2,4-triazol-5-yl)-2-azaspiro[3.3]heptane-2-carbonyl]-4-piperidyl]methoxy]nicotinamide